(S)-1-(4-((3-amino-5-(4-amino-2-oxa-8-azaspiro[4.5]decan-8-yl)pyrazin-2-yl)thio)-1H-indol-1-yl)ethanone chlorine [Cl].NC=1C(=NC=C(N1)N1CCC2([C@@H](COC2)N)CC1)SC1=C2C=CN(C2=CC=C1)C(C)=O